N-(4-(4-(2-amino-6-methylpyrimidin-4-yl)-1,4-oxazepan-3-yl)-3-chlorophenyl)-2-hydroxy-2-methylpropanamide NC1=NC(=CC(=N1)N1C(COCCC1)C1=C(C=C(C=C1)NC(C(C)(C)O)=O)Cl)C